6-chloro-3-(2-chlorophenyl)-2-(pyridin-3-ylamino)quinazolin-4(3H)-one ClC=1C=C2C(N(C(=NC2=CC1)NC=1C=NC=CC1)C1=C(C=CC=C1)Cl)=O